FC1=C(C(=O)N([C@H]2CNCCC2)C2=NC=CC3=CC(=CC(=C23)C)F)C=CC(=C1)C=1SC(=NN1)OC 2-fluoro-N-(6-fluoro-8-methyl-1-isoquinolyl)-4-(5-methoxy-1,3,4-thiadiazol-2-yl)-N-[(3R)-3-piperidyl]benzamide